C(C)(=O)N[C@H](C(=O)N1[C@@H](C[C@H](C1)O)C(=O)NCC1=CC=C(C=C1)C1=C(N=CS1)C)CC1=CC=CC=C1 (2S,4R)-1-((S)-2-acetamido-3-phenylpropanoyl)-4-hydroxy-N-(4-(4-methylthiazol-5-yl)benzyl)pyrrolidine-2-carboxamide